ONC(\C=C\C1=C(C=CC=C1)N1CCN(CC1)C(C(C)C=1N=C(SC1)C)=O)=O (E)-N-hydroxy-3-(2-(4-(2-(2-methylthiazol-4-yl)propanoyl)piperazin-1-yl)phenyl)acrylamide